8-(4,4-difluoropiperidinyl)-2-(trifluoromethyl)(6-quinolinyl)formamide FC1(CCN(CC1)C=1C=C(C=C2C=CC(=NC12)C(F)(F)F)NC=O)F